(3-Methyl-5-(naphthalen-1-yl)isoxazol-4-yl)methanol CC1=NOC(=C1CO)C1=CC=CC2=CC=CC=C12